NCCNC(C1=CC=C(C=C1)NC=1C=2N(C=CN1)C(=CN2)C2=CC(=C(C=C2)OC)Cl)=O N-(2-aminoethyl)-4-[[3-(3-chloro-4-methoxyphenyl)imidazo[1,2-a]pyrazin-8-yl]amino]benzamide